di(oxetan-3-yl)methyl-ethyl-ethoxysilane 2,2,3,4,4,4-hexafluorobutyl-acrylate FC(COC(C=C)=O)(C(C(F)(F)F)F)F.O1CC(C1)C(C1COC1)[SiH](OCC)CC